4-(piperidin-4-yl)-6-(1H-pyrrol-2-yl)-N-(3-(trifluoromethyl)phenyl)-1,3,5-triazin-2-amine N1CCC(CC1)C1=NC(=NC(=N1)C=1NC=CC1)NC1=CC(=CC=C1)C(F)(F)F